3-(2-(Tert-Butoxycarbonyl)-7-((5-(4-methylpiperazin-1-yl)pyridin-2-yl)amino)-1-oxo-isoindolin-4-yl)-1H-pyrrolo[3,2-c]pyridine-1-carboxylic acid tert-butyl ester C(C)(C)(C)OC(=O)N1C=C(C=2C=NC=CC21)C2=C1CN(C(C1=C(C=C2)NC2=NC=C(C=C2)N2CCN(CC2)C)=O)C(=O)OC(C)(C)C